(2S)-N-[(4-carbamimidoylthiophen-2-yl)methyl]-1-(2-nonanamidoacetyl)pyrrolidine-2-carboxamide C(N)(=N)C=1C=C(SC1)CNC(=O)[C@H]1N(CCC1)C(CNC(CCCCCCCC)=O)=O